C1(=CC=CC=C1)[PH+](C1=CC=CC=C1)C1=CC=CC=C1.C(C1=CC=CC=C1)OC=1C=C(CCl)C=CC1OCC 3-benzyloxy-4-ethoxybenzyl chloride triphenyl-phosphonium salt